2-(3,3-difluorocyclobutyl)-6-(1-(4-nitro-2-(6-azaspiro[2.5]oct-6-yl)phenyl)-1H-pyrazol-4-yl)pyridazin-3(2H)-one FC1(CC(C1)N1N=C(C=CC1=O)C=1C=NN(C1)C1=C(C=C(C=C1)[N+](=O)[O-])N1CCC2(CC2)CC1)F